(S)-Benzyl (3-hydroxy-1-((1-(2-hydroxybenzoyl)azetidin-3-yl)amino)-1-oxopropan-2-yl)carbamate OC[C@@H](C(=O)NC1CN(C1)C(C1=C(C=CC=C1)O)=O)NC(OCC1=CC=CC=C1)=O